styrene-One C(=CC1=CC=CC=C1)=O